2-oxo-1'-[2-({3-oxo-1H,2H,3H,5H,6H,10bH-imidazo[4,3-a]isoquinolin-8-yl}oxy)ethyl]-1,2-dihydrospiro[indole-3,4'-piperidine]-5-carbonitrile O=C1NC2=CC=C(C=C2C12CCN(CC2)CCOC=2C=C1CCN3C(C1=CC2)CNC3=O)C#N